2-(3-{2-amino-6-[4-(methylsulfonyl)phenyl]-7H-pyrrolo[2,3-d]pyrimidin-4-yl}-2-(hydroxymethyl)phenyl)-6-cyclopropyl-8-fluoroisoquinolin-1(2H)-one NC=1N=C(C2=C(N1)NC(=C2)C2=CC=C(C=C2)S(=O)(=O)C)C=2C(=C(C=CC2)N2C(C1=C(C=C(C=C1C=C2)C2CC2)F)=O)CO